CC1=C(C(=CC1)C)C 1,2,3-trimethyl-1,3-cyclopentadiene